NCC1=C(N=NN1C)C1=CC=C(O[C@@H]2C[C@H](CCC2)C(=O)OC(C)C)C=C1 |r| (±)-Trans-isopropyl 3-(4-(5-(aminomethyl)-1-methyl-1H-1,2,3-triazol-4-yl)phenoxy)cyclohexanecarboxylate